tert-butyl(2-(methylamino)ethyl) carbamate C(N)(OCC(NC)C(C)(C)C)=O